5,6,7-trimethyl-1,8-naphthyridine-2-amine CC1=C2C=CC(=NC2=NC(=C1C)C)N